3-morpholino-1,2,4-triazine-6-carboxamide O1CCN(CC1)C=1N=NC(=CN1)C(=O)N